C(CCCN1N=C(C=C1C(=O)NC1=CC(=C(C=C1)C)C#N)C1=CC=NC=C1)N1N=C(C=C1C(=O)NC1=CC(=C(C=C1)C)C#N)C1=CC=NC=C1 1,1'-(butane-1,4-diyl)bis(N-(3-cyano-4-methylphenyl)-3-(pyridin-4-yl)-1H-pyrazole-5-carboxamide)